CN1C(OC2=C1C=CC(=C2)C2NCCC2)=O 3-Methyl-6-pyrrolidin-2-yl-1,3-benzoxazol-2-one